5-hydroxy methyldeoxy cytidine-5'-triphosphate P(O)(=O)(OP(=O)(O)OP(=O)(O)O)OC[C@@H]1[C@H](C[C@@](O1)(N1C(=O)N=C(N)C(=C1)O)C)O